tertiary butyltrimethoxysilane C(C)(C)(C)[Si](OC)(OC)OC